(R)-N-(4-((3-methyl-5-(1,3,5-trimethyl-1H-pyrazolo[4,3-d]pyrimidin-7-yl)-4,5,6,7-tetrahydro-1H-pyrazolo[4,3-c]pyridin-1-yl)methyl)bicyclo[2.2.2]oct-1-yl)morpholine-3-carboxamide CC1=NN(C2=C1CN(CC2)C=2C1=C(N=C(N2)C)C(=NN1C)C)CC12CCC(CC1)(CC2)NC(=O)[C@@H]2NCCOC2